C(C)OC(C)=O.O1C(=CC=C1)C(O)=S.[Na] sodium 2-furancarbothioic acid ethyl-acetate